cyclopenta[1,2-a]phenanthrene-7-carboxamide C1=CC=C2C1=CC=C1C3=CC=C(CC3=CC=C21)C(=O)N